(R)-1-(5-chloro-2-fluoropyridin-3-yl)-ethyl (1-methyl-4-(2-oxo-2,3-dihydro-1H-pyrido[2,3-b][1,4]-oxazin-6-yl)-1H-1,2,3-triazol-5-yl)-carbamate CN1N=NC(=C1NC(O[C@H](C)C=1C(=NC=C(C1)Cl)F)=O)C=1C=CC2=C(OCC(N2)=O)N1